CC1=CC=C(C=C1)S(=O)(=O)N1COC[C@H]1C(=O)O (4S)-3-(4-methylbenzenesulfonyl)oxazolidine-4-carboxylic acid